C(C)(C)(C)OC(=O)N[C@@H]1[C@@H](NCCC1)COC1CC=C(CC1)C=1C(=NC=NC1C)OCC(=O)O 2-((5-(4-(((2R,3S)-3-((tert-butoxycarbonyl)amino)piperidin-2-yl)methoxy)cyclohex-1-en-1-yl)-6-methylpyrimidin-4-yl)oxy)acetic acid